4-azido-3-methoxybenzaldehyde N(=[N+]=[N-])C1=C(C=C(C=O)C=C1)OC